F[C@H]1CN(CC[C@@H]1NC1=C2C=C(N(C2=CC=C1)CC(F)(F)F)C#CCNC1=C(C=C(C(=O)O)C=C1)OC)C 4-{[3-(4-{[(3S,4S)-3-fluoro-1-methylpiperidin-4-yl]amino}-1-(2,2,2-trifluoroethyl)-1H-indol-2-yl)prop-2-yn-1-yl]amino}-3-methoxybenzoic acid